[Cu]=O.[Ga] Gallium copper oxide